tert-Butyl 3-(4-(hydroxymethyl)-7-(thiazol-2-yl)benzo[d]oxazol-2-yl)-3,9-Diazabicyclo[3.3.1]nonane-9-carboxylate OCC1=CC=C(C2=C1N=C(O2)N2CC1CCCC(C2)N1C(=O)OC(C)(C)C)C=1SC=CN1